N-dimethylethyl-octadecyl-ammonium sulfate S(=O)(=O)([O-])[O-].CC(C)([NH2+]CCCCCCCCCCCCCCCCCC)C.CC(C)(C)[NH2+]CCCCCCCCCCCCCCCCCC